O[C@H]1[C@@H]([C@H](CCC1)N1N=C2C=C(C(=CC2=C1)C(=O)NC1=CN=C2N1N=CC=C2)OC)C |o1:1,2,3| rel-2-((1S,2R,3R)-3-hydroxy-2-methylcyclohexyl)-N-(imidazo[1,2-b]pyridazin-3-yl)-6-methoxy-2H-indazole-5-carboxamide